3,4-dichloro-7-(1,1-dioxido-1,4-thiazepan-4-yl)pyrazolo[1,5-a]pyridin-6-yl[ethyl]pyrazolo[1,5-a]pyrimidine-3-carboxamide ClC=1C=NN2C1C(=CC(=C2N2CCS(CCC2)(=O)=O)C2=NC=1N(C=C2)N=C(C1C(=O)N)CC)Cl